methyl 5-(4-(trifluoromethyl)phenoxy)-2-naphthoate FC(C1=CC=C(OC2=C3C=CC(=CC3=CC=C2)C(=O)OC)C=C1)(F)F